FC1=CC2=C(NCCCC2)C(=C1)F 7,9-difluoro-2,3,4,5-tetrahydro-1H-benzo[b]azepine